BrC=1C=C(C=C(C1)Cl)C1=CC=CC2=C1SC1=C2C=CC=C1 4-(3-bromo-5-chlorophenyl)dibenzo[b,d]thiophene